FC(C(=O)C=1C(OC2=C(C1)C=CC=C2)=O)(F)F 3-Trifluoroacetyl-benzopyrone